3-bromo-5-[(pyridin-2-yl)amino]-1-{[2-(trimethylsilyl)ethoxy]methyl}-1H-pyrazole-4-carbonitrile BrC1=NN(C(=C1C#N)NC1=NC=CC=C1)COCC[Si](C)(C)C